FC1(CCC(CC1)N1C=2N=C(N=CC2N2C1=NC=C2)NC=2C(=CC=1N(C2)N=CN1)C)F 9-(4,4-Difluorocyclohexyl)-N-(7-methyl-[1,2,4]triazolo[1,5-a]pyridin-6-yl)-9H-imidazo[2,1-f]purin-2-amine